CC/C(=C(\C1=CC=C(C=C1)OC)/C2=CC=C(C=C2)OCCN(CC)CC)/C3=CC=C(C=C3)OC.C(C(=O)O)C(CC(=O)O)(C(=O)O)O 2-(p-(1,2-bis(p-methoxyphenyl)-1-butenyl)phenoxy)triethylamine citrate